C[C@]12CC[C@H]([C@H]([C@@H]1CCC2=O)CCC(=O)[O-])O The molecule is an oxo monocarboxylic acid anion that is the conjugate base of 5-hydroxy-3-[(3aS,4S,5R,7aS)-7a-methyl-1,5-dioxo-octahydro-1H-inden-4-yl]propanoate, obtained by deprotonation of the carboxy group; major species at pH 7.3. It is an oxo monocarboxylic acid anion and a hydroxy monocarboxylic acid anion. It is a conjugate base of a 3-[(3aS,4S,5R,7aS)-5-hydroxy-7a-methyl-1,5-dioxo-octahydroinden-4-yl]propanoic acid.